(2R,7aR)-2-((tert-butyldiphenylsilyl)oxy)-6-methylenetetrahydro-1H-pyrrolizine [Si](C1=CC=CC=C1)(C1=CC=CC=C1)(C(C)(C)C)O[C@@H]1C[C@H]2CC(CN2C1)=C